FC(C(=O)O)(F)F.CN1CC(C1)NC(=O)C1=NN2C(N=C(C=C2N2CCCCC2)C2=CC=CC=C2)=C1 N-(1-methylazetidin-3-yl)-5-phenyl-7-(piperidin-1-yl)pyrazolo[1,5-a]pyrimidine-2-carboxamide trifluoroacetate